FC(C=1C=C(C=C(C1)C(F)(F)F)[C@H]([C@H](C)N(C(=O)C=1C=C(C=CC1)CCC)C(C)C)O)(F)F 3-(3-(((1R,2S)-1-(3,5-bis(trifluoromethyl)phenyl)-1-hydroxypropan-2-yl)(isopropyl)carbamoyl)phenyl)propane